N[C@@H](C(=O)O)C1=CC=C(C=C1)OCC1=CC=CC=C1 (R)-2-amino-2-(4-(benzyloxy)phenyl)acetic acid